C1(CC1)C1=C(N=C(C=2N1N=CC2)N2CCC1(CC2)[C@@H](C=2C(=NC=CC2)C1)N)C (5S)-1'-(7-cyclopropyl-6-methyl-pyrazolo[1,5-a]pyrazin-4-yl)spiro[5,7-dihydrocyclopenta[b]pyridine-6,4'-piperidine]-5-amine